CC1=CC(=NC(=N1)N1C[C@]2(CC1)CN(CC2)C2=C(C=CC=C2)C(F)(F)F)C(=O)O |r| (±)-6-Methyl-2-(7-(2-(trifluoromethyl)phenyl)-2,7-diazaspiro[4.4]nonan-2-yl)pyrimidine-4-carboxylic Acid